COC1=CC2=C([Se]C(=C2)C(CC(C(=O)O)C)=O)C=C1 4-(5-methoxybenzo[b]selenophen-2-yl)-2-methyl-4-oxo-butyric acid